tert-butyl 3-(2-hydroxyethyl)benzoate OCCC=1C=C(C(=O)OC(C)(C)C)C=CC1